CC1=CC=C(S1)S(=O)(=O)F 5-methylthiophene-2-sulfonyl fluoride